C1OCC12CN(C2)C(C(=O)O)CC 2-oxa-6-azaspiro[3.3]heptan-6-ylbutanoic acid